C(C)(C)NC1=C(C=NC2=C1NC=1C=C(C=CC21)C#N)C2=CC(=NO2)C2CNCCO2 4-(isopropylamino)-3-(3-(morpholin-2-yl)isoxazol-5-yl)-5H-pyrido[3,2-b]indole-7-carbonitrile